2'-[6-amino-5-(trifluoromethyl)pyridin-3-yl]-N-[2-(2-fluorophenyl)propan-2-yl]-5',6'-dihydrospiro[azetidine-3,4'-pyrrolo[1,2-b]pyrazole]-1-carboxamide NC1=C(C=C(C=N1)C=1C=C2N(N1)CCC21CN(C1)C(=O)NC(C)(C)C1=C(C=CC=C1)F)C(F)(F)F